CSC1=NC(=CC(=N1)Cl)Cl 2-(methylthio)-4,6-dichloropyrimidine